6-Chloro-3-[1-hydroxyl-(3-methyl-isoxazol-5-yl)-methylidene]-5-[4-(4-methyl-piperazin-1-yl)-phenyl]-1,3-dihydro-indol-2-one, hydrochloride Cl.ClC1=C(C=C2C(C(NC2=C1)=O)=C(O)C1=CC(=NO1)C)C1=CC=C(C=C1)N1CCN(CC1)C